P(=O)([O-])([O-])[O-].[Na+].C(C([2H])[2H])(=O)O.[Na+].[Na+] Acetic acid-d2 Sodium phosphate